C(C)(=O)NC1=C(C=C(C=C1C1=CC=CC=C1)C(=O)OC)OC methyl 6-acetamido-5-methoxy-[1,1'-biphenyl]-3-carboxylate